(5-bromo-3-chloropyridin-2-yl)(3-methoxyazetidin-1-yl)methanone BrC=1C=C(C(=NC1)C(=O)N1CC(C1)OC)Cl